L-1-butyl-3-methylimidazolium bromide [Br-].C(CCC)N1C=[N+](C=C1)C